S1C=NC2=C1C=CC(=C2)NC(=O)C2CCN(CC2)S(=O)(=O)C2=CC=C(C=1CCOC12)Br N-(benzo[d]thiazol-5-yl)-1-((4-bromo-2,3-dihydrobenzofuran-7-yl)sulfonyl)piperidine-4-carboxamide